4-chloro-2',6'-dimethyl-2-nitro-1,1'-biphenyl ClC1=CC(=C(C=C1)C1=C(C=CC=C1C)C)[N+](=O)[O-]